indazole-4,5-dione N1N=CC=2C(C(C=CC12)=O)=O